Cl[Si](C1=CC=CC=C1)(C)C Chloro(dimethyl)phenylsilane